O,O-dimethyl O-(4-nitro-m-tolyl) phosphorothioate P(OC)(OC)(OC=1C=C(C=CC1[N+](=O)[O-])C)=S